(R)-7-(2-bromo-5-chloropyridin-4-yl)-2-(5-fluoro-2-(hydroxymethyl)benzyl)-3-(methoxymethyl)-3,4-dihydropyrrolo[1,2-a]pyrazin-1(2H)-one BrC1=NC=C(C(=C1)C=1C=C2N(C[C@@H](N(C2=O)CC2=C(C=CC(=C2)F)CO)COC)C1)Cl